(4-(tert-butyl)phenyl)carboxylic acid C(C)(C)(C)C1=CC=C(C=C1)C(=O)O